4-(4-((2-allyl-1-(6-(2-hydroxypropan-2-yl)pyridin-2-yl)-3-oxo-2,3-dihydro-1H-pyrazolo[3,4-d]pyrimidin-6-yl)amino)phenoxy)-N-hydroxybutanamide C(C=C)N1N(C2=NC(=NC=C2C1=O)NC1=CC=C(OCCCC(=O)NO)C=C1)C1=NC(=CC=C1)C(C)(C)O